[1-Methyl-3-[2-[(2-methylpropan-2-yl)oxycarbonylamino]ethoxy]-6,7-dihydro-5H-cyclopenta[c]pyridin-6-yl]methyl 4-methylbenzenesulfonate CC1=CC=C(C=C1)S(=O)(=O)OCC1CC2=C(C(=NC(=C2)OCCNC(=O)OC(C)(C)C)C)C1